C1(=CC=C(C=C1)N1COC(=N1)C(F)F)C1=CC=CC=C1 3-([1,1'-biphenyl]-4-yl)-5-(difluoromethyl)-1,3,4-oxadiazole